4-((4-(((1-((2,4-dimethoxybenzyl)amino)isoquinolin-5-yl)amino)methyl)-2-azabicyclo[2.1.1]hexan-1-yl)methoxy)-1-methylpyridin-2(1H)-one COC1=C(CNC2=NC=CC3=C(C=CC=C23)NCC23CNC(C2)(C3)COC3=CC(N(C=C3)C)=O)C=CC(=C1)OC